C(#N)N(CC(=O)[C@@H]1[C@H]2C([C@H]2CN1C([C@H](C(C)(C)C)NC(C(F)(F)F)=O)=O)(C)C)C[C@H]1C(NCC1)=O N-((S)-1-((1R,2S,5S)-2-(N-cyano-N-(((S)-2-oxopyrrolidin-3-yl)methyl)glycyl)-6,6-dimethyl-3-azabicyclo[3.1.0]hexan-3-yl)-3,3-dimethyl-1-oxobutan-2-yl)-2,2,2-trifluoroacetamide